N-(2-(1H-1,2,4-triazol-1-yl)ethyl)-N-phenyl-9H-carbazol-3-amine N1(N=CN=C1)CCN(C=1C=CC=2NC3=CC=CC=C3C2C1)C1=CC=CC=C1